4-(1-(4-cyclopropyl-5-(5-ethoxy-4H-1,2,4-triazol-3-yl)-2-ethylbenzoyl)piperidin-4-yl)benzamide C1(CC1)C1=CC(=C(C(=O)N2CCC(CC2)C2=CC=C(C(=O)N)C=C2)C=C1C1=NN=C(N1)OCC)CC